8-(1-methyl-1H-pyrazol-4-yl)-6-(4-(trifluoromethyl)phenyl)pyrido[3,4-d]Pyrimidin-4(3H)-one CN1N=CC(=C1)C1=NC(=CC2=C1N=CNC2=O)C2=CC=C(C=C2)C(F)(F)F